N-((1-((1H-Pyrrol-3-yl)methyl)pyrrolidin-3-yl)methyl)-1-(3-(4-Methoxyphenyl)-1,2,4-oxadiazol-5-yl)piperidin-4-carboxamid N1C=C(C=C1)CN1CC(CC1)CNC(=O)C1CCN(CC1)C1=NC(=NO1)C1=CC=C(C=C1)OC